C(C)(C)(C)OC(=O)NCC=1C=C(C=CC1)N1N=C(C=C1C(=O)O)C(F)(F)F 1-(3-(((tert-butoxycarbonyl)amino)methyl)phenyl)-3-(trifluoromethyl)-1H-pyrazole-5-carboxylic acid